OC1=CC=C(C=N1)S(=O)(=O)N1[C@H](C2CC[C@H](C1)N2C(=O)OCCOC)C(NOC2OCCCC2)=O 2-methoxyethyl (2R,5R)-3-((6-hydroxypyridin-3-yl)sulfonyl)-2-(((tetrahydro-2H-pyran-2-yl)oxy)carbamoyl)-3,8-diazabicyclo[3.2.1]octane-8-carboxylate